NC1=C(C(=NC=N1)C=1C(=C(C=C(C1)F)C=1C(=C(C(=O)N)C=CC1C1CC1)F)C)OCCN(C(C#CC)=O)C 3-(6-Amino-5-(2-(N-methylbut-2-ynamido)ethoxy)pyrimidin-4-yl)-5-fluoro-2-methylphenyl-4-cyclopropyl-2-fluorobenzamide